C(#N)C1=C(SC=2CN(CCC21)CC2=CC(=CC(=C2)F)F)NC(CC2=CC=C(C=C2)S(N)(=O)=O)=O N-(3-Cyano-6-(3,5-difluorobenzyl)-4,5,6,7-tetrahydrothieno[2,3-c]pyridin-2-yl)-2-(4-sulfamoylphenyl)acetamid